2-(2-amino-8-oxo-7-(prop-2-yn-1-yl)-7,8-dihydro-9H-purin-9-yl)tetrahydrofuran-3-yl acetate C(C)(=O)OC1C(OCC1)N1C2=NC(=NC=C2N(C1=O)CC#C)N